12-chloro-3-ethyl-4,8,10,11-tetrazatricyclo[7.4.0.02,7]trideca-1(9),2(7),10,12-tetraene ClC=1N=NC=2NC=3CCNC(C3C2C1)CC